[Cl-].[Cl-].C[SiH](C)[Zr+2](C1C=CC2=CC=CC=C12)C1C=CC2=CC=CC=C12 racemic-dimethylsilyl-bisindenyl-zirconium dichloride